C1(CC1)C1=CC=C2C(=N1)NN=C2/N=C/C2=CC=CC=C2 (E)-N-(6-cyclopropyl-1H-pyrazolo[3,4-b]pyridin-3-yl)-1-phenylmethanimine